FC1=CC=C(C=C1)C1=NN(C=C1C=1N=CC2=C(N1)OC(=C2)C2=CC=CC=C2)[C@H]2CN([C@@H](C2)C)S(=O)(=O)C {3-(4-fluorophenyl)-1-[(3R,5R)-1-(methanesulfonyl)-5-methylpyrrolidin-3-yl]-1H-pyrazol-4-yl}-6-phenylfuro[2,3-d]pyrimidine